CC1=CC2=CC3=CC(=C(C=C3C=C2C=C1C)C)C 2,3,6,7-tetramethylanthracene